3-(3-(1-methyl-1H-pyrazol-4-yl)pyrazolo[1,5-a]pyridin-5-yl)-5-(2-methylpyridin-3-yl)-1H-pyrrolo[2,3-b]pyridine CN1N=CC(=C1)C=1C=NN2C1C=C(C=C2)C2=CNC1=NC=C(C=C12)C=1C(=NC=CC1)C